C(C1=CC=CC=C1)OC1=NC=CC(=C1)CNC(=O)NC[C@@H](C1(CC1)C(F)(F)F)O |r| (±)-1-((2-(Benzyloxy)pyridin-4-yl)methyl)-3-(2-hydroxy-2-(1-(trifluoromethyl)cyclopropyl)ethyl)urea